6-methoxyisonicotinic acid COC=1N=CC=C(C(=O)O)C1